2,2-diethoxyacetic acid C(C)OC(C(=O)O)OCC